isopropylphenyl diphenyl phosphate CC(C)C1=CC=CC=C1OP(=O)(OC2=CC=CC=C2)OC3=CC=CC=C3